[Si](C)(C)(C(C)(C)C)OC[C@H]1N(C[C@@H]1OS(=O)(=O)C(F)(F)F)C(=O)OC(C)(C)C tert-butyl (2R,3S)-2-(((tert-butyldimethylsilyl)oxy)methyl)-3-(((trifluoromethyl)sulfonyl)oxy)azetidine-1-carboxylate